(rac)-[4-[2-(2-amino-3,3,3-trifluoro-propyl)-3H-imidazo[4,5-b]pyridin-7-yl]-1-piperidyl]-[4-(trifluoromethoxy)phenyl]methanone N[C@H](CC1=NC=2C(=NC=CC2C2CCN(CC2)C(=O)C2=CC=C(C=C2)OC(F)(F)F)N1)C(F)(F)F |r|